4-Aminopyrrolo[1,2-f][1,2,4]triazine-7-carbaldehyde C1=C(N2C(=C1)C(=NC=N2)N)C=O